CC1(OC=2C=C(C=C(C2[C@H]2[C@H]1CCC(=C2)C)O)CCCCCCCCC)C (6aR,10aR)-6,6,9-trimethyl-3-nonyl-6a,7,8,10a-tetrahydro-6H-benzo[c]chromen-1-ol